rac-(3S)-1-[6-[3-(3,4-difluorophenyl)-1H-pyrazol-4-yl]-1,5-naphthyridin-3-yl]-N,N-dimethyl-pyrrolidin-3-amine FC=1C=C(C=CC1F)C1=NNC=C1C=1N=C2C=C(C=NC2=CC1)N1C[C@H](CC1)N(C)C |r|